3-(9H-carbazol-9-yl)benzonitrile C1=CC=CC=2C3=CC=CC=C3N(C12)C=1C=C(C#N)C=CC1